5,5-dimethyl-1-((2-(((R)-1-((S)-tetrahydrofuran-2-yl)ethyl)amino)pyridin-4-yl)methyl)-3-(4-((trifluoromethyl)sulfonyl)phenyl)imidazolidine-2,4-dione CC1(C(N(C(N1CC1=CC(=NC=C1)N[C@H](C)[C@H]1OCCC1)=O)C1=CC=C(C=C1)S(=O)(=O)C(F)(F)F)=O)C